(3-allyloxetan-3-yl)-N-ethyl-2-methylpropan-2-sulfinamide C(C=C)C1(COC1)CC(C)(S(=O)NCC)C